2-((S)-1-(4-((R)-2-(4-chloro-2-fluorophenyl)-2-methylbenzo[d][1,3]dioxolan-4-yl)-piperazin-1-yl)ethyl)-1-(((S)-oxetan-2-yl)methyl)-1H-benzo[d]imidazole-6-carboxylic acid ClC1=CC(=C(C=C1)[C@]1(OC2=C(O1)C=CC=C2N2CCN(CC2)[C@@H](C)C2=NC1=C(N2C[C@H]2OCC2)C=C(C=C1)C(=O)O)C)F